C1N(CC12CCOCC2)CC2=C1C(=NC(=C2)C=2C=C3CN(C(C3=CC2)=O)C2C(NC(CC2)=O)=O)N(C=C1)C 3-(5-(4-((7-oxa-2-azaspiro[3.5]non-2-yl)methyl)-1-methyl-1H-pyrrolo[2,3-b]pyridin-6-yl)-1-oxoisoindolin-2-yl)piperidine-2,6-dione